amino-indenyl-titanium dichloride [Cl-].[Cl-].N[Ti+2]C1C=CC2=CC=CC=C12